C(C)(C)(C)OC(=O)N1C[C@@H](N(CC1)C1=NC(=NC(=C1[N+](=O)[O-])CC1(CCCC2=CC=CC=C12)C(=O)OC)Cl)CC#N (3S)-4-(2-chloro-6-((1-(methoxycarbonyl)-1,2,3,4-tetrahydronaphthalen-1-yl)methyl)-5-nitropyrimidin-4-yl)-3-(cyanomethyl)piperazine-1-carboxylic acid tert-butyl ester